C1=CC(=CC=C1[N+](=O)[O-])O[C@H]2[C@@H]([C@H]([C@@H]([C@H](O2)CO)O[C@H]3[C@@H]([C@H]([C@H]([C@H](O3)CO)O)O)O)O)O The molecule is a disaccharide derivative that is beta-lactose in which the anomeric hydroxy hydrogen is replaced by a 4-nitrophenyl group. It has a role as a chromogenic compound. It is a glycoside, a C-nitro compound and a disaccharide derivative. It derives from a beta-lactose and a 4-nitrophenol.